COC=1C=C2CCN(C(C2=CC1CN(C)C(=O)[O-])CCC1=CNC2=CC=C(C=C12)OC)C(=O)N1CCOCC1 6-methoxy-1-(2-(5-methoxy-1H-indol-3-yl)ethyl)-2-(morpholin-4-carbonyl)-1,2,3,4-tetrahydroisoquinoline-7-yldimethylaminoformate